aminoethylmethacrylate NCCOC(C(=C)C)=O